4-(tert-butoxy)-7-(5,6-dimethyl-1-(tetrahydro-2H-pyran-2-yl)-1H-indazol-4-yl)-6,8-difluoro-2-((1-(((R)-3-fluoropyrrolidin-1-yl)methyl)cyclopropyl)methoxy)quinazoline C(C)(C)(C)OC1=NC(=NC2=C(C(=C(C=C12)F)C1=C2C=NN(C2=CC(=C1C)C)C1OCCCC1)F)OCC1(CC1)CN1C[C@@H](CC1)F